(5-(5-(2-(hydroxymethyl)morpholinyl)benzo[d]oxazol-2-yl)-8-(methylamino)-2,7-naphthyridin-3-yl)cyclopropanecarboxamide OCC1CN(CCO1)C=1C=CC2=C(N=C(O2)C2=C3C=C(N=CC3=C(N=C2)NC)C2(CC2)C(=O)N)C1